2-(2-chloro-5-methoxyphenyl)-1-(2,6-difluorophenyl)ethanone ClC1=C(C=C(C=C1)OC)CC(=O)C1=C(C=CC=C1F)F